3-((1-hydroxy-2-methylpropyl-imino)meth-yl)phenyl isobutyrate C(C(C)C)(=O)OC1=CC(=CC=C1)C=NC(C(C)C)O